S(C1=CC(=C(C(=C1)C(C)(C)C)O)C)C1=CC(=C(C(=C1)C(C)(C)C)O)C 4,4'-thiobis(6-t-butyl-2-methylphenol)